1,4-bis(mercaptoethylthio)benzene SCCSC1=CC=C(C=C1)SCCS